CN1[C@H]2CC(C[C@@H]1CC2)NC(OC(C)(C)C)=O tert-Butyl ((1R,3s,5S)-8-methyl-8-azabicyclo[3.2.1]octan-3-yl)carbamate